2-Hydroxy-N-(1H-1,2,4-triazole-3-yl)benzamide OC1=C(C(=O)NC2=NNC=N2)C=CC=C1